(S)-2-((S)-1-(4-fluorophenyl)-3,4-dihydroisoquinolin-2(1H)-yl)-7-(3,3,3-trifluoropropyl)-1-oxa-3,7-diazaspiro[4.4]non-2-ene FC1=CC=C(C=C1)[C@@H]1N(CCC2=CC=CC=C12)C=1O[C@]2(CN1)CN(CC2)CCC(F)(F)F